C(CC)P1(OP(OP(O1)(CCC)=O)(CCC)=O)=O (2s,4s,6s)-2,4,6-tripropyl-1,3,5,2,4,6-trioxatriphosphinane 2,4,6-trioxide